ClC1=CC=C(C=C1)C[C@H](C)N[C@@H](C(=O)C1=CNC2=CC=CC=C12)C1=CC=CC=C1 (R,S)-2-((1-(4-chlorophenyl)propan-2-yl)amino)-1-(1H-indol-3-yl)-2-phenylethan-1-one